(4-bromo-2,3-dihydrobenzofuran-7-yl)methanol BrC1=CC=C(C2=C1CCO2)CO